C(C)OC(=O)C=1SC2=C(N1)CC1(C(NC3=NC=CC=C31)=O)C2 oxo-1',2',4,6-tetrahydrospiro[cyclopenta[d]thiazole-5,3'-pyrrolo[2,3-b]pyridine]-2-carboxylic acid ethyl ester